CC(C[C@@H](C(=O)NCP(OCC)(OCC)=O)NC(NC1=CC=C(C=C1)SC)=O)C diethyl ({[(2S)-4-methyl-2-({[4-(methylsulfanyl)phenyl]carbamoyl}amino)pentanoyl]amino}methyl)phosphonate